2-chloro-6-(pyridin-4-yl)-N-(4-(trifluoromethoxy)pyridin-2-yl)pyrimidin-4-amine ClC1=NC(=CC(=N1)NC1=NC=CC(=C1)OC(F)(F)F)C1=CC=NC=C1